N-(oxetan-3-yl)-3-(2,2,2-trifluoroethoxy)benzamide O1CC(C1)NC(C1=CC(=CC=C1)OCC(F)(F)F)=O